tert-butyl (2S,4S)-4-cyano-2-(hydroxymethyl)piperidine-1-carboxylate C(#N)[C@@H]1C[C@H](N(CC1)C(=O)OC(C)(C)C)CO